ClC=1C=C(C=CC1F)NC(N(C)C(C)C1=CNC(C2=CC(=C(C=C12)F)F)=O)=O 3-(3-chloro-4-fluorophenyl)-1-(1-(6,7-difluoro-1-oxo-1,2-dihydroisoquinolin-4-yl)ethyl)-1-methylurea